(1R,3R)-1-(2,6-difluoro-4-((1-cis-(3-(fluoromethyl)cyclobutyl)azetidin-3-yl)oxy)phenyl)-2-(2-fluoro-2-methylpropyl)-3-methyl-2,3,4,9-tetrahydro-1H-pyrido[3,4-b]indole FC1=C(C(=CC(=C1)OC1CN(C1)C1CC(C1)CF)F)[C@H]1N([C@@H](CC2=C1NC1=CC=CC=C21)C)CC(C)(C)F